OC=1C=C2C=C(NC2=CC1)CCCC 5-Hydroxy-2-butyl-1H-indole